C(\C=C/C(=O)[O-])(=O)OCCCC.C(\C=C/C(=O)[O-])(=O)OCCCC di-n-butyl dimaleate